N-(t-butoxycarbonyl)-N,β,β,1-tetramethyl-L-tryptophan C(C)(C)(C)OC(=O)N([C@@H](C(C1=CN(C2=CC=CC=C12)C)(C)C)C(=O)O)C